C(C=C)(=O)NCCC[N+](CCCS(=O)(=O)[O-])(C)C 3-((3-acrylamidopropyl)-dimethylammonio)propane-1-sulfonate